(S)-2-((tert-Butoxycarbonyl)amino)-6-phenylhexanoic acid C(C)(C)(C)OC(=O)N[C@H](C(=O)O)CCCCC1=CC=CC=C1